cyclopentyl(4,4-dimethyl-7-(4-morpholinopiperidin-1-yl)-3,4-dihydroisoquinolin-2(1H)-yl)methanone C1(CCCC1)C(=O)N1CC2=CC(=CC=C2C(C1)(C)C)N1CCC(CC1)N1CCOCC1